(R)-2-amino-N-((S)-1-((5-chloro-2-(1H-1,2,4-triazol-1-yl)benzyl)amino)-1-oxopropan-2-yl)-4-phenylbutanamide N[C@@H](C(=O)N[C@H](C(=O)NCC1=C(C=CC(=C1)Cl)N1N=CN=C1)C)CCC1=CC=CC=C1